Lithium bis(fluoromethanesulfonate) FCS(=O)(=O)[O-].FCS(=O)(=O)[O-].[Li+].[Li+]